tert-butyl (S)-2-(7-chloroisoquinolin-5-yl)pyrrolidine-1-carboxylate ClC1=CC(=C2C=CN=CC2=C1)[C@H]1N(CCC1)C(=O)OC(C)(C)C